3-(N-(4-bromophenyl)sulfamoyl)-N-(3-cyano-6-methyl-4,5,6,7-tetrahydrobenzo[b]thiophen-2-yl)benzamide BrC1=CC=C(C=C1)NS(=O)(=O)C=1C=C(C(=O)NC2=C(C3=C(S2)CC(CC3)C)C#N)C=CC1